8-(2,3,4,5-tetrafluorophenyl)quinoline-3-carboxamide FC1=C(C=C(C(=C1F)F)F)C=1C=CC=C2C=C(C=NC12)C(=O)N